(S)-tert-butyl (1-((4-chloro-[2,4'-bipyridin]-5-yl)oxy)-2,4-dimethylpentan-2-yl)carbamate ClC1=CC(=NC=C1OC[C@@](CC(C)C)(C)NC(OC(C)(C)C)=O)C1=CC=NC=C1